B12B3[B-]14B5[B-]23B45.[Dy] dysprosium boride